tert-butyl N-(2,4-difluoro-3-[1-[(1-[[2-(trimethylsilyl)ethoxy]methyl]pyrazolo[3,4-b]pyridin-5-yl)oxy]ethyl]phenyl)carbamate FC1=C(C=CC(=C1C(C)OC=1C=C2C(=NC1)N(N=C2)COCC[Si](C)(C)C)F)NC(OC(C)(C)C)=O